ClC=1C(=C2CCCN2C1C(=O)NC1=CC(=C(C=C1)F)C#N)C(C(NCC#C)=O)=O 2-chloro-N-(3-cyano-4-fluoro-phenyl)-1-[2-oxo-2-(prop-2-ynylamino)acetyl]-6,7-dihydro-5H-pyrrolizine-3-carboxamide